C(C=C)(=O)NC=1C=C2C(=NNC2=CC1)C(=O)NC1=CC=C(C=C1)N1CCN(CC1)C 5-acrylamido-N-(4-(4-methylpiperazin-1-yl)phenyl)-1H-indazole-3-carboxamide